1-[6-chloro-3-(difluoromethyl)-2-pyridyl]-3-(trifluoromethyl)-5,7-dihydro-4H-pyrano[3,4-c]pyrazole ClC1=CC=C(C(=N1)N1N=C(C2=C1COCC2)C(F)(F)F)C(F)F